2-methyl-6-amino-2H-benzo[e][1,3]oxazin-4(3H)-one CC1OC2=C(C(N1)=O)C=C(C=C2)N